C(C)(C)(C)OC(=O)N1CCC(CC1)C1=CC=C2C(=CN=CC2=C1)N1C(N(C(CC1)=O)CC1=CC=C(C=C1)OC)=O.ClC(C(=O)N=C1NC=CC=C1)(F)F 2-chloro-2,2-difluoro-N-(pyridin-2(1H)-ylidene)acetamide tert-butyl-4-(4-(3-(4-methoxybenzyl)-2,4-dioxotetrahydropyrimidin-1(2H)-yl)isoquinolin-7-yl)piperidine-1-carboxylate